3-(4-(5-chloro-3-((2-methoxy-4-(trifluoromethyl)phenyl)amino)-2-oxopyrazin-1(2H)-yl)phenyl)propanenitrile ClC=1N=C(C(N(C1)C1=CC=C(C=C1)CCC#N)=O)NC1=C(C=C(C=C1)C(F)(F)F)OC